C1(C(C(C(C1)C(=O)O)C(=O)O)C(=O)O)C(=O)O cyclopentane-1,2,3,4-tetracarboxylic acid